C(C)(C)(C)N1C(N(C2(CC2)C1=O)CC=1SC(=NN1)C1=C(C(=C(C=C1)F)O)Cl)=O 6-(tert-butyl)-4-((5-(2-chloro-4-fluoro-3-hydroxyphenyl)-1,3,4-thiadiazol-2-yl)methyl)-4,6-diazaspiro[2.4]heptane-5,7-dione